CNC1C2=C(SC1)C=CC=C2 N-methyl-2,3-dihydrobenzo[b]thiophen-3-amine